(+/-)-1-benzyl-N-methyl-N-((trans)-2-(2-morpholinoethyl)cyclopropyl)2-Oxo-1,2-dihydropyridine-3,5-dicarboxamide C(C1=CC=CC=C1)N1C(C(=CC(=C1)C(=O)N)C(=O)N([C@H]1[C@@H](C1)CCN1CCOCC1)C)=O |r|